(4R,5R)-rel-1-(azetidin-3-yl)-4-(2,3-dichloro-6-hydroxyphenyl)-5-methylpyrrolidin-2-one N1CC(C1)N1C(C[C@@H]([C@H]1C)C1=C(C(=CC=C1O)Cl)Cl)=O |o1:7,8|